CN1N=CC(=C1C=1C=CC(=NC1)C[N+]1=NOC(=C1)[N-]C(NC1=CC(=NC=C1)C(F)(F)F)=O)C (3-((5-(1,4-dimethyl-1H-pyrazol-5-yl)pyridin-2-yl)methyl)-1,2,3-oxadiazol-3-ium-5-yl)((2-(trifluoromethyl)pyridin-4-yl)carbamoyl)amide